6-ethyl-5-(7-fluorochroman-8-yl)pyridin-2-amine C(C)C1=C(C=CC(=N1)N)C=1C(=CC=C2CCCOC12)F